(S)-N-(5-(1-(difluoromethyl)-1H-pyrazol-4-yl)-4-(3-methylpiperidin-1-yl)pyridin-2-yl)-2-(2-fluoro-6-methoxyphenyl)pyrimidin-4-amine FC(N1N=CC(=C1)C=1C(=CC(=NC1)NC1=NC(=NC=C1)C1=C(C=CC=C1OC)F)N1C[C@H](CCC1)C)F